C(C)(C)(C)OC(N(C(=O)OC(C)(C)C)C1=NC(=C(C(=N1)OC)Br)OC)=O.C(C)(C)(C)OC(=O)N(C(OC(C)(C)C)=O)C1=NC(=C(C(=N1)OC)C=C)OC tert-butyl N-tert-butoxycarbonyl-N-(4,6-dimethoxy-5-vinyl-pyrimidin-2-yl)carbamate tert-butyl-N-(5-bromo-4,6-dimethoxy-pyrimidin-2-yl)-N-tert-butoxycarbonyl-carbamate